(3-methyl-1-butyn-3-oxy)trimethylsilane CC(C#C)(C)O[Si](C)(C)C